C(C)(SCCCC(COS(=O)(=O)Cl)(C)C)=O S-(5-((chlorosulfonyl)oxy)-4,4-dimethylpentyl) ethanethioate